[Zn].[Mn].[Cu] copper manganese zinc salt